1-(3-butyl-2-methyl-7-(methylthio)-1,1-dioxido-5-phenyl-2,3,4,5-tetrahydrobenzo[f][1,2,5]thiadiazepin-8-yl)cyclopropane-1-carbaldehyde C(CCC)C1N(S(C2=C(N(C1)C1=CC=CC=C1)C=C(C(=C2)C2(CC2)C=O)SC)(=O)=O)C